C(C)N(S(=O)(=O)C=1C=CC=2N(N1)C(=NN2)C)[C@@H](C(F)(F)F)C2=CC=C(C=C2)F (R)-N-ethyl-3-methyl-N-(2,2,2-trifluoro-1-(4-fluorophenyl)ethyl)-[1,2,4]triazolo[4,3-b]pyridazine-6-sulfonamide